(S)-N-(5-(2-fluoro-6-(methylthio)benzamido)-1-(5-(naphthalen-2-yl)-1H-imidazol-2-yl)pentyl)thiazole-5-carboxamide FC1=C(C(=O)NCCCC[C@@H](C=2NC(=CN2)C2=CC3=CC=CC=C3C=C2)NC(=O)C2=CN=CS2)C(=CC=C1)SC